2-amino-5-(8-bromoimidazo[1,2-a]pyridine-3-carbonyl)benzonitrile NC1=C(C#N)C=C(C=C1)C(=O)C1=CN=C2N1C=CC=C2Br